3,4-Dihydroxybutyryl-CoA OC(CC(=O)SCCNC(CCNC([C@@H](C(COP(OP(OC[C@@H]1[C@H]([C@H]([C@@H](O1)N1C=NC=2C(N)=NC=NC12)O)OP(=O)(O)O)(=O)O)(=O)O)(C)C)O)=O)=O)CO